2-(1'-(cis-4-isopropyl-cyclohexyl)-3-oxo-1H-spiro[isoquinoline-4,4'-piperidin]-2(3H)-yl)acetonitrile C(C)(C)[C@H]1CC[C@H](CC1)N1CCC2(CC1)C(N(CC1=CC=CC=C12)CC#N)=O